C(C(C)(C)C)(=O)SCCNC(CCNC([C@@H](C(COP(OP(OC[C@@H]1[C@H]([C@H]([C@@H](O1)N1C=NC=2C(N)=NC=NC12)O)OP(=O)(O)O)(=O)O)(=O)O)(C)C)O)=O)=O pivaloyl-CoA